FC(C1=NN=C(S1)C1=NC=C2N1C=C(C=C2N2C[C@@H](OCC2)C(=O)NC)S(NC2(CC2)C)(=O)=O)F (R)-4-(3-(5-(difluoromethyl)-1,3,4-thiadiazol-2-yl)-6-(N-(1-methylcyclopropyl)sulfamoyl)imidazo[1,5-a]pyridin-8-yl)-N-methylmorpholine-2-carboxamide